ClC=1C(=NC(=NC1)NC1CCOCC1)C1=CC=C2CN(C(C2=C1)=O)CC(=O)NCC=1C=C2N=CC=NC2=CC1 2-(6-{5-chloro-2-[(oxan-4-yl)amino]pyrimidin-4-yl}-1-oxo-2,3-dihydro-1H-isoindol-2-yl)-N-[(quinoxalin-6-yl)methyl]acetamide